4-(3-methylpiperazin-1-yl)-1H-benzo[d][1,2,3]triazol CC1CN(CCN1)C1=CC=CC=2NN=NC21